N-Boc-O-t-butyl-L-seryl-glycine C(=O)(OC(C)(C)C)N[C@@H](COC(C)(C)C)C(=O)NCC(=O)O